4-(1-(2-Hydroxy-2-methylpropyl)-1H-pyrazol-4-yl)-2-((1-((3-(piperidin-1-yl)propyl)sulfonyl)piperidin-4-yl)amino)pyrimidine-5-carbonitrile OC(CN1N=CC(=C1)C1=NC(=NC=C1C#N)NC1CCN(CC1)S(=O)(=O)CCCN1CCCCC1)(C)C